BrC1=NC=C(C(=C1)Br)[N+](=O)[O-] 2,4-dibromo-5-nitropyridine